IC1=[Pb](C=CC=C1)CCN iodoplumbinethylamine